1,2,3,4,5,6,7,9,11,12,14,15,16,17-tetradecahydrocyclopenta[a]phenanthrene-3,6,8,15,16-pentol C1CC(CC2C(CC3(C4C(C(CC4CCC3C12)O)O)O)O)O